CN1C2=C(OCC1)C=CC=N2 4-methyl-2H,3H,4H-pyrido[3,2-b][1,4]oxazin